C1(CC1)C=1C=CC(=C(C1)O)C1=C2C(=C(N=N1)N[C@H]1C[C@H](CCC1)O)C=NC=C2 5-cyclopropyl-2-[4-[[(1R,3S)-3-hydroxycyclohexyl]amino]pyrido[3,4-d]pyridazin-1-yl]phenol